C(C1=CC=CC=C1)C(C#N)NC(=O)C(CC)CCCC Heptane-3-carboxylic acid (benzyl-cyano-methyl)-amide